5-(8-((benzyloxy)methyl)imidazo[1,2-b]pyridazin-6-yl)pyrimidine-2,4(1H,3H)-dione C(C1=CC=CC=C1)OCC=1C=2N(N=C(C1)C=1C(NC(NC1)=O)=O)C=CN2